(R)-4-((R)-3-(difluoromethoxy)pyrrolidine-1-yl)butaneN FC(O[C@H]1CN(CC1)CCC=C)F